1-({2-chloro-5H,6H,7H-cyclopenta[d]pyrimidin-4-yl}(methyl)amino)cyclopropane-1-carboxylic acid ClC=1N=C(C2=C(N1)CCC2)N(C2(CC2)C(=O)O)C